C(C1=CC=CC=C1)C1=C(C=C(C=C1)C)N1C(SCC1=O)=N 3-(2-benzyl-5-methylphenyl)-2-iminothiazolidin-4-one